5-Fluoro-2-hydroxybenzoic acid methyl ester COC(C1=C(C=CC(=C1)F)O)=O